CC1=C(C2=C(OCOC2)C=C1)N 6-methylbenzo[d][1,3]dioxan-5-amine